6-bromo-1-(3-methylbut-2-enyl)-3-(3-(trifluoromethyl)bicyclo[1.1.1]pentan-1-yl)quinoxalin-2(1H)-one BrC=1C=C2N=C(C(N(C2=CC1)CC=C(C)C)=O)C12CC(C1)(C2)C(F)(F)F